2-fluoro-2-(1-phenylazetidin-3-ylidene)ethan-1-amine FC(CN)=C1CN(C1)C1=CC=CC=C1